C(C(O)CO)C([C@@H]([C@@H]1C(=C(C(=O)O1)O)O)O)(O)CC(O)CO Bisglyceryl-Ascorbic Acid